FC1(CC(C1)C1=NN(C(=C1C(C)C)NC(OC1CC(C1)C(F)F)=O)C)F 3-(difluoromethyl)cyclobutyl (3-(3,3-difluorocyclobutyl)-4-iso-propyl-1-methyl-1H-pyrazol-5-yl)carbamate